F[B-](F)(F)F.C(CCCCCCCCCCCCC)N1C(N(C=C1)C)C 1-tetradecyl-2,3-dimethyl-imidazole tetrafluoroborate